(1-((4-(cyclopropylamino)-3,4-dioxo-1-(2-oxopyrrolidin-3-yl)butan-2-yl)amino)-4-methyl-1-oxopentan-2-yl)carbamic acid 2-(3-chlorophenyl)-2-methyl-1-phenylpropyl ester ClC=1C=C(C=CC1)C(C(C1=CC=CC=C1)OC(NC(C(=O)NC(CC1C(NCC1)=O)C(C(=O)NC1CC1)=O)CC(C)C)=O)(C)C